5-undecanedione CCCCCCC(=O)CC(=O)CC